C(C)(C)(C)OC(=O)NCCN(C(CCOCCOCCOCCOCCNC(=O)OCC1C2=CC=CC=C2C=2C=CC=CC12)=O)CCNC(OC(C)(C)C)=O Tert-butyl N-{2-[N-(2-{[(tert-butoxy)carbonyl]amino}ethyl)-1-({[(9H-fluoren-9-yl)methoxy]carbonyl}amino)-3,6,9,12-tetraoxapentadecan-15-amido]ethyl}carbamate